C(#N)C=1C=C(C=CC1OC)[C@@H]1CC[C@H](CC1)CN(C(=O)[C@@H]1CC[C@H](CC1)CC(=O)O)C1=NC=CC(=C1)C=1C=NN(C1)C(C)C 2-(trans-4-(((trans-4-(3-Cyano-4-methoxyphenyl)cyclohexyl)methyl)-(4-(1-isopropyl-1H-pyrazol-4-yl)pyridin-2-yl)carbamoyl)cyclohexyl)acetic acid